(2S,4R)-1-(2-(3-acetyl-5-(2-methylpyrimidin-5-yl)-1H-indazol-1-yl)acetyl)-N-(6-bromopyridin-2-yl)-4-fluoro-4-(hydroxymethyl)pyrrolidine-2-carboxamide C(C)(=O)C1=NN(C2=CC=C(C=C12)C=1C=NC(=NC1)C)CC(=O)N1[C@@H](C[C@@](C1)(CO)F)C(=O)NC1=NC(=CC=C1)Br